OC1(CC(C1)C)NC(CN1C(C2=CC=C(C=C2[C@@]2([C@H](C2)F)C1)C(F)(F)F)=O)=O N-(3-cis-hydroxy-3-methylcyclobutyl)-2-[(2's,4r)-2'-fluoro-1-oxo-6-(trifluoromethyl)spiro[3H-isoquinoline-4,1'-cyclopropane]-2-yl]acetamide